F[C@@H]1CN(C[C@H](C1)NC1=NC=CC(=N1)C=1C(=NC=CC1)OC1=CC=C(C=C1)NC(=O)NC1=CC(=C(C=C1)CN1CCN(CC1)C)C(F)(F)F)C(=O)OCC1=CC=CC=C1 benzyl (3S,5S)-3-fluoro-5-((4-(2-(4-(3-(4-((4-methylpiperazin-1-yl)methyl)-3-(trifluoromethyl)phenyl)ureido)phenoxy)pyridin-3-yl)pyrimidin-2-yl)amino)piperidine-1-carboxylate